C(C)C1=C(C=CC(=C1)N1C[C@H]2CC[C@@H](C1)N2C)NC2=NC=C(C(=N2)NCCCN2C(CC2)=O)C(F)(F)F 1-(3-((2-((2-ethyl-4-((1R,5S)-8-methyl-3,8-diazabicyclo[3.2.1]octan-3-yl)phenyl)amino)-5-(trifluoromethyl)pyrimidin-4-yl)amino)propyl)azetidin-2-one